ClC=1C=C2C=NC(=NC2=CC1C1CC(N(CC1)C1C(COC1)O)C)NC=1C=NN(C1C)C1CC1 4-[4-{6-chloro-2-[(1-cyclopropyl-5-methyl-1H-pyrazol-4-yl)amino]quinazolin-7-yl}-2-methylpiperidin-1-yl]oxolan-3-ol